2,6-dimethyl-4-(benzhydryl)-2'-iodobiphenyl CC1=C(C(=CC(=C1)C(C1=CC=CC=C1)C1=CC=CC=C1)C)C1=C(C=CC=C1)I